N-(5-((2-amino-7-methylbenzo[d]thiazol-6-yl)oxy)-2-fluorophenyl)-2-(3-(trifluoromethyl)phenyl)acetamide NC=1SC2=C(N1)C=CC(=C2C)OC=2C=CC(=C(C2)NC(CC2=CC(=CC=C2)C(F)(F)F)=O)F